C(C=C(C)C)OCC=C(C)C mono-prenyl ether